4-chloro-5-(3-(2-(trifluoromethyl)benzyl)-5,6-dihydroimidazo[1,2-a]pyrazin-7(8H)-yl)pyridazin-3(2H)-one ClC=1C(NN=CC1N1CC=2N(CC1)C(=CN2)CC2=C(C=CC=C2)C(F)(F)F)=O